3-(8-((4-fluoro-2,6-dimethylbenzyl)amino)-2,3-dimethylimidazo[1,2-a]pyridin-6-yl)-1,1-dimethylurea FC1=CC(=C(CNC=2C=3N(C=C(C2)NC(N(C)C)=O)C(=C(N3)C)C)C(=C1)C)C